sodium-iron-vanadium-sodium sulfate S(=O)(=O)([O-])[O-].[Na+].[V+5].[Fe+2].[Na+]